CC(CC)CCCC(CC)C 3,7-dimethylnonane